CC(C)(C)CC(=O)O 2-(1,1-dimethylethyl)-acetic acid